5-(4-(2,6-diazaspiro[3.4]octane-6-yl)quinazolin-6-yl)-2-methoxypyridine C1NCC12CN(CC2)C2=NC=NC1=CC=C(C=C21)C=2C=CC(=NC2)OC